BrCC(=O)[C@]12CO[C@](CC1)(C2)C 2-bromo-1-((1R,4R)-1-methyl-2-oxabicyclo[2.2.1]heptan-4-yl)ethan-1-one